1-fluoro-3-isocyanato-5-(trifluoromethyl)benzene FC1=CC(=CC(=C1)C(F)(F)F)N=C=O